O[C@]1(CC[C@H]2[C@@]([C@H]3CC[C@@]4([C@H](CCC[C@H]4[C@@H]3CC2)C(CCN2N=CC(=C2)C#N)=O)C)(CC1)C)C 1-(3-((1S,4aS,4bR,6aS,9S,11aS,11bS,13aS)-9-hydroxy-9,11a,13a-trimethyloctadecahydro-1H-cyclohepta[a]phenanthren-1-yl)-3-oxopropyl)-1H-pyrazole-4-carbonitrile